(R)-2-((((1r,4R)-4-(benzyloxy)cyclohexyl)-methyl)amino)-1-(3-fluorophenyl)ethan-1-ol C(C1=CC=CC=C1)OC1CCC(CC1)CNC[C@H](O)C1=CC(=CC=C1)F